CC1=C(C=CC(=C1)C)N1CCN(CC1)C(=O)C1=CC=C(C=C1)C1(C(NC(N1)=O)=O)CCC 5-{4-[4-(2,4-dimethylphenyl)piperazine-1-carbonyl]phenyl}-5-propylimidazolidine-2,4-dione